3-bromo-1-[(2-methoxyethyl)trimethyl-$l^{5}-silyl]indazole BrC1=NN(C2=CC=CC=C12)[Si](C)(C)(C)CCOC